ClCC1=CC=C(C=C1)C1=CC=C(C=C1)CCl 4,4'-dichloromethyl-biphenyl